(2S,4r)-1-((benzyloxy)carbonyl)-4-hydroxypyrrolidine-2-carboxylic acid C(C1=CC=CC=C1)OC(=O)N1[C@@H](C[C@H](C1)O)C(=O)O